(S)-3-Methyl-2-oxo-N-(5-((5-(trifluoromethyl)pyridin-2-yl)oxy)-2,3-dihydro-benzofuran-7-yl)imidazolidine-4-carboxamide CN1C(NC[C@H]1C(=O)NC1=CC(=CC=2CCOC21)OC2=NC=C(C=C2)C(F)(F)F)=O